FC=1C(=CC(=NC1)OC)C1=CC(=NN1)C(=O)N1C2(CC2)C[C@@H](CC1)C(=O)NC1CCS(CC1)(=O)=N (7R)-4-[5-(5-fluoro-2-methoxypyridin-4-yl)-1H-pyrazole-3-carbonyl]-N-(1-imino-1-oxo-1λ6-thian-4-yl)-4-azaspiro[2.5]octane-7-carboxamide